C(C)OC(=O)C1=CC(=C(C=C1)OB(O)O)F (4-(ethoxycarbonyl)-2-fluorophenyl)boric acid